Cl.FC1=C(C=CC=C1)C=1N(C=C(C1)CNC)S(=O)(=O)C=1C=C(C=CC1)NS(=O)(=O)C=1C=NC=CC1 N-(3-{[2-(2-fluorophenyl)-4-[(methylamino)methyl]-1H-pyrrol-1-yl]sulfonyl}phenyl)pyridine-3-sulfonylamine hydrochloride